OC1=COC2=CC=C(C=C2C1=O)C 3-hydroxy-6-methyl-4h-chromen-4-one